4-hydroxy-4-((4-hydroxy-2-methoxyphenyl)butan-1,3-diyn-1-yl)-3-methoxycyclohexan-2,5-dien-1-one OC1(C(=CC(C=C1)=O)OC)C#CC#CC1=C(C=C(C=C1)O)OC